C12CCC(CC1)N2CC2=C(C(=CC=C2OC)F)CN (2-((7-azabicyclo[2.2.1]heptan-7-yl)methyl)-6-fluoro-3-methoxyphenyl)methylamine